(4aR,8aS)-6-[3-[4-[(3-bromo-6-methyl-2-pyridinyl)oxy]phenyl]azetidine-1-carbonyl]-4,4a,5,7,8,8a-hexahydropyrido[4,3-b][1,4]oxazin-3-one BrC=1C(=NC(=CC1)C)OC1=CC=C(C=C1)C1CN(C1)C(=O)N1C[C@@H]2[C@@H](OCC(N2)=O)CC1